S(=O)(=O)([O-])[O-].[Fe+3].[NH4+].S(=O)(=O)([O-])[O-] ammonium ferric sulfate